(6-(3,6-diazabicyclo[3.1.1]heptan-3-yl)pyridin-3-yl)-6-bromopyrazolo[1,5-a]pyridine-3-carbonitrile hydrochloride Cl.C12CN(CC(N1)C2)C2=CC=C(C=N2)C2=NN1C(C=CC(=C1)Br)=C2C#N